N-ethyl-(1S,2S,5R)-2-isopropyl-5-methyl-cyclohexanecarboxamide C(C)NC(=O)[C@@H]1[C@@H](CC[C@H](C1)C)C(C)C